CC1(CC(C2=CC=C(N)C=C2)=CC(C1N)(C)C)C 3',3',5',5'-tetramethylbenzidine